tert-butyl (R)-2-(5-(4-fluoro-2-(isopropyl (tetrahydrofuran-3-yl) carbamoyl) phenoxy) pyrimidin-4-yl)-2,7-diazaspiro[3.5]nonane-7-carboxylate FC1=CC(=C(OC=2C(=NC=NC2)N2CC3(C2)CCN(CC3)C(=O)OC(C)(C)C)C=C1)C(N([C@H]1COCC1)C(C)C)=O